NC1=NN2C(N=CC=C2)=C1C(=O)NC(C)C1=CC(=C2C(=NNC2=C1C1=CC=CC=C1)C)C 2-amino-N-(1-(3,4-dimethyl-7-phenyl-1H-indazol-6-yl)ethyl)pyrazolo[1,5-a]pyrimidine-3-carboxamide